ClCC1=CC2=CC(=CC=C2C=C1)CCl 2,7-bis(chloromethyl)naphthalene